FC1=C2C3(CN(C2=CC=C1)C(=O)C=1C=C2C=CNC2=CC1)CCCC3 4'-fluoro-1'-(1H-indole-5-carbonyl)-1',2'-dihydrospiro[cyclopentane-1,3'-indole]